1-(benzofuran-2-ylmethyl)-7-bromo-5-fluoro-1H-indole O1C(=CC2=C1C=CC=C2)CN2C=CC1=CC(=CC(=C21)Br)F